4-(2,5-Dihydro-1H-pyrrol-3-yl)-6-(1-methyl-1H-pyrazol-4-yl)pyrazolo[1,5-a]pyridine N1CC(=CC1)C=1C=2N(C=C(C1)C=1C=NN(C1)C)N=CC2